CN1N=CC=2C1=NC(=CC2N2CC1=C(CC2)N(N=C1C)CC12CCC(CC1)(CC2)NCC(C)(O)C)C 1-((4-((5-(1,6-dimethyl-1H-pyrazolo[3,4-b]pyridin-4-yl)-3-methyl-4,5,6,7-tetrahydro-1H-pyrazolo[4,3-c]pyridin-1-yl)methyl)bicyclo[2.2.2]octan-1-yl)amino)-2-methylpropan-2-ol